O1C2NC(N=C(C3=C1C=CC=C3)C2)=O 2H-2,6-methanobenzo[g][1,3,5]oxadiazocin-4(3H)-one